CC=1OC(=CC1C(=O)NC1=NC(=NS1)CC(C)=O)C1=CC2=CC=CC=C2C=C1 2-Methyl-5-(naphthalene-2-yl)-N-(3-(2-oxopropyl)-1,2,4-thiadiazol-5-yl)furan-3-carboxamide